ClC=1C(=C(CC=2NC(=NN2)C(=O)NC2=NC=CC(=C2)C2=C(C=CC(=C2)OCCCC(C)(C)O)C)C=CC1)F 5-(3-chloro-2-fluorobenzyl)-N-(4-(5-((4-hydroxy-4-methylpentyl)oxy)-2-methylphenyl)pyridin-2-yl)-4H-1,2,4-triazole-3-carboxamide